OC1(CCN(CC1)C1CCN(CC1)C(=O)OCC1=CC=CC=C1)C(=O)OC(C)(C)C 1'-benzyl 4-(tert-butyl) 4-hydroxy-[1,4'-bipiperidine]-1',4-dicarboxylate